tert-butyl N-[rac-(2S)-5-hydroxy-2-methyl-5-(1-methylcyclopropyl)pentyl]carbamate OC(CC[C@@H](CNC(OC(C)(C)C)=O)C)C1(CC1)C |r|